OC=1C(OC2=CC=CC(=C2C1)O)=O 3,5-dihydroxycoumarin